5-(4,4-difluorocyclohexyl)-8-hydroxy-2-methyl-7-(trifluoromethyl)-3-(3,3,3-trifluoropropyl)-2,3,4,5-tetrahydrobenzo[f][1,2,5]thiadiazepine 1,1-dioxide FC1(CCC(CC1)N1CC(N(S(C2=C1C=C(C(=C2)O)C(F)(F)F)(=O)=O)C)CCC(F)(F)F)F